OC(C)(C)C12CC(C1)(C2)NC(=O)C2=NC(=NC(=C2)C2CCOCC2)C2=CN=CN2C N-(3-(2-hydroxypropan-2-yl)bicyclo[1.1.1]pentan-1-yl)-2-(1-methyl-1H-imidazol-5-yl)-6-(tetrahydro-2H-pyran-4-yl)pyrimidine-4-carboxamide